(((2R,4R,5S,6S)-5-hydroxy-4-methoxy-4,6-dimethyl-5-((propylamino)methyl)tetrahydro-2H-pyran-2-yl)oxy)-3,5,8,10,12,14-hexamethyl-1-oxa-6-azacyclopentadecan-15-one O[C@@]1([C@](C[C@H](O[C@H]1C)OC1OC(C(CC(CC(CC(CNC(CC1C)C)C)C)C)C)=O)(C)OC)CNCCC